N-(6-(2-(2,6-dioxopiperidin-3-yl)-1-oxoisoindolin-5-yl)piperidin-3-yl)benzamide O=C1NC(CCC1N1C(C2=CC=C(C=C2C1)C1CCC(CN1)NC(C1=CC=CC=C1)=O)=O)=O